tert-butyl 3-7-hydroxy-4-azaspiro[2.5]octane-4-carbonyl-4H,5H,6H,7H-pyrazolo[1,5-a]pyrazine-5-carboxylate OC1CCN(C2(CC2)C1)C(=O)C=1C=NN2C1CN(CC2)C(=O)OC(C)(C)C